O=C1NCC(N1)C#N 2-oxoimidazolidine-4-carbonitrile